(1-(6-Chloro-5-methylpyrimidin-4-yl)-4-(3-phenylpropyl)piperidin-4-yl)methanol ClC1=C(C(=NC=N1)N1CCC(CC1)(CCCC1=CC=CC=C1)CO)C